FC(C(=O)O)(F)F.N1=CC(=CC=C1)OC1=CC=C(C=C1)N1C(N(CC1=O)C1=CC(=CC=C1)C(F)(F)F)=O 3-[4-(3-pyridinyloxy)phenyl]-1-[3-(trifluoromethyl)phenyl]-2,4-imidazolidinedione trifluoroacetate